C(=O)([O-])CN([C@@H](C)C(=O)[O-])CC(=O)[O-].[Na+].[Na+].[Na+] trisodium N,N-bis(carboxymethyl)alanine salt